(3-bromo-2-chlorophenyl)-1,5-dimethyl-4,5,6,7-tetrahydro-1H-imidazo[4,5-c]pyridine-2-carboxamide BrC=1C(=C(C=CC1)C1N(CCC2=C1N=C(N2C)C(=O)N)C)Cl